2-chloro-4-((1-methyl-2-oxo-4-((2-(pyrimidin-2-yl)propan-2-yl)amino)-1,2-dihydroquinolin-6-yl)amino)-6-(3-(trifluoromethyl)azetidine-1-carbonyl)nicotinonitrile ClC1=C(C#N)C(=CC(=N1)C(=O)N1CC(C1)C(F)(F)F)NC=1C=C2C(=CC(N(C2=CC1)C)=O)NC(C)(C)C1=NC=CC=N1